(10R)-tert-Butyl 10-methyl-5,6,9,10-tetrahydro-4H-isoxazolo[3,4-c]pyrido[4',3':3,4]pyrazolo[1,5-a]azepine-11(12H)-carboxylate C[C@@H]1CC2=NN3C(C=4C(CCC3)=CON4)=C2CN1C(=O)OC(C)(C)C